8-((3S,4S)-3-ethoxy-4-((5-isopropoxypyrazin-2-yl)oxy)piperidin-1-yl)-5-methyl-6-oxo-5,6-dihydro-1,5-naphthyridine-2-carbonitrile C(C)O[C@H]1CN(CC[C@@H]1OC1=NC=C(N=C1)OC(C)C)C1=CC(N(C=2C=CC(=NC12)C#N)C)=O